BrC=1SC(=C2C1NC(N(C2=O)C)=O)C 7-Bromo-3,5-dimethylthieno[3,4-d]pyrimidine-2,4(1H,3H)-dione